beta-ethoxypropyl-trimethoxysilane C(C)OC(C[Si](OC)(OC)OC)C